C(C=C)C=1C(=C(CN2CCN(CCC2)C=2C=CC3=C(C=C(O3)C(=O)O)C2Br)C=CC1)O 5-[4-(3-allyl-2-hydroxy-benzyl)-[1,4]diazepan-1-yl]-4-bromo-benzofuran-2-carboxylic acid